FC=1C=NN(C1)C1=CC=C(C=N1)[C@H](C)N(C1=CC=C(C=N1)C=1C=2N(C=C(C1)OCC)N=CC2C#N)C (S)-4-(6-((1-(6-(4-fluoro-1H-pyrazol-1-yl)pyridin-3-yl)ethyl)(methyl)amino)pyridine-3-yl)-6-ethoxypyrazolo[1,5-a]pyridine-3-carbonitrile